OC1=CC=C(C=C1)CCCC(=O)OCC ethyl 4-(4-hydroxyphenyl)butanoate